2,2,6,6,7,8,8-heptamethyldecahydro-2H-indeno[4,5-b]furan CC1(CC2C(O1)C1C(C(C(C1CC2)(C)C)C)(C)C)C